ClC=1C=CC(=C(C1)C1=CC(=C(N=N1)SCCO)NC1=CC(=NC=N1)NC(CCN1CCN(CC1)C)=O)F N-(6-{[6-(5-chloro-2-fluorophenyl)-3-[(2-hydroxyethyl)sulfanyl]pyridazin-4-yl]amino}pyrimidin-4-yl)-3-(4-methylpiperazin-1-yl)propanamide